OC1=C(C=CC=C1)C=1N=NC=2NC=3CCN([C@@H](C3C2C1)C)C1=NC=C(C=N1)N1CCC(CC1)=O 1-[2-[(3R)-12-(2-hydroxyphenyl)-3-methyl-4,8,10,11-tetrazatricyclo[7.4.0.02,7]trideca-1(9),2(7),10,12-tetraen-4-yl]pyrimidin-5-yl]piperidin-4-one